C(C)(C)(C)OC(NCC1=CC(=CC=C1)N1N=C(C=C1C(NC1=CC(=CC=C1)C(C1=CC2=CC=CC=C2C=C1)NCC1CC1)=O)C(F)(F)F)=O [3-(5-{3-[(cyclopropylmethyl-amino)-naphthalen-2-yl-methyl]-phenylcarbamoyl}-3-trifluoromethyl-pyrazol-1-yl)-benzyl]-carbamic acid tert-butyl ester